N(=[N+]=[N-])CCCN 3-Azido-propan-1-amine